N[C@H]([C@H](O)C1=CC(=CC(=C1)F)F)C1=CC(=CC(=C1)F)F (1R,2S)-2-amino-1,2-bis(3,5-difluorophenyl)ethanol